C[Si](OCCC)(OCCC)OCCC methyltri(n-propoxy)silane